[O-2].[Zr+4].[Fe+2].[O-2].[O-2] iron-zirconium oxide